(S)-2-(4-bromophenylsulphonamido)-N-(4-(4-fluorophenyl)thiazol-2-yl)-3-(1H-indol-3-yl)propanamide BrC1=CC=C(C=C1)S(=O)(=O)N[C@H](C(=O)NC=1SC=C(N1)C1=CC=C(C=C1)F)CC1=CNC2=CC=CC=C12